(S)-N-(sec-butyl)-5-(imidazo[1,2-a]pyridin-6-yl)-7H-pyrrolo[2,3-d]pyrimidin-2-amine [C@H](C)(CC)NC=1N=CC2=C(N1)NC=C2C=2C=CC=1N(C2)C=CN1